C(C)C1(C(=C1C1=CC=CC=C1)C)C1=C(C=C(C=C1OC)OC)OC ethyl-2-methyl-3-phenyl-1-(2,4,6-trimethoxyphenyl)cycloprop-2-ene